NC1=NC=NN2C1=C(C=C2C=2C=NC=1CCN(C(C1C2)=O)[C@@H]2CN(CC2)C(=O)OC(C)(C)C)C(F)(F)F tert-butyl (S)-3-(3-(4-amino-5-(trifluoromethyl)pyrrolo[2,1-f][1,2,4]triazin-7-yl)-5-oxo-7,8-dihydro-1,6-naphthyridin-6(5H)-yl)pyrrolidine-1-carboxylate